(1s,3r)-methyl 2-(2-chloroacetyl)-1-(4-(methoxycarbonyl) phenyl)-2,3,4,9-tetrahydro-1H-pyrido[3,4-b]indole-3-carboxylate ClCC(=O)N1[C@H](C=2NC3=CC=CC=C3C2C[C@@H]1C(=O)OC)C1=CC=C(C=C1)C(=O)OC